ClC(CO)(C(C(C(Cl)Cl)(Cl)Cl)(Cl)Cl)Cl 2,2,3,3,4,4,5,5-octachloro-1-pentanol